3-fluoro-2-hydroxy-5-(4-((4-(pyrrolidin-1-yl)phenyl)sulfonyl)piperidine-1-carbonyl)benzaldehyde FC=1C(=C(C=O)C=C(C1)C(=O)N1CCC(CC1)S(=O)(=O)C1=CC=C(C=C1)N1CCCC1)O